O[C@@H]1CN(CCC1)C(=O)OCC1=CC=CC=C1 benzyl (S)-3-hydroxypiperidine-1-carboxylate